Isopropyl α-formyloxyisobutyrate C(=O)OC(C(=O)OC(C)C)(C)C